COC(CCN1CCN(CC1)C1=NC=C(C=N1)OC1=NC(=CC(=C1)CN1CCC(CC1)CNC(C)=O)C1=CC(=CC(=C1)Cl)Cl)=O methyl-3-(4-(5-((4-((4-(acetamidomethyl) piperidin-1-yl)methyl)-6-(3,5-dichlorophenyl) pyridin-2-yl)oxy) pyrimidin-2-yl)piperazin-1-yl)propanoate